O1C(=CC=C1)C1=NC(=NC=2N1N=CC2)S(=O)(=O)C (2-furyl)-2-methylsulfonyl-pyrazolo[1,5-a][1,3,5]triazine